tert-Butyl 4-[(2-Methylimidazol-1-yl)methyl]-2-azabicyclo[2.2.1]heptane-2-carboxylate CC=1N(C=CN1)CC12CN(C(CC1)C2)C(=O)OC(C)(C)C